N-(5-cyano-1,3-thiazol-2-yl)-5-phenyl-1H-pyrrole-3-sulfonamide C(#N)C1=CN=C(S1)NS(=O)(=O)C1=CNC(=C1)C1=CC=CC=C1